C(C)(C)C1=NOC(=C1)CNC(=O)C1=NC(=C(C=C1)OCC(F)(F)F)C1=CC=C(C=C1)Cl 6-(4-chloro-phenyl)-5-(2,2,2-trifluoro-ethoxy)-pyridine-2-carboxylic acid (3-isopropyl-isoxazol-5-ylmethyl)-amide